C(C(C)C)P(CC(C)C)(CC(C)C)=[Se] triisobutyl-phosphine selenide